(R)-3-ALLYLMORPHOLINE-4-SULFONAMIDE C(C=C)[C@H]1N(CCOC1)S(=O)(=O)N